5-(naphthalen-1-yl)-3-(trifluoromethyl)-1H-pyrazole-4-carbonitrile C1(=CC=CC2=CC=CC=C12)C1=C(C(=NN1)C(F)(F)F)C#N